6-methyl-2-{[(5-methyl-2-phenyl-1,3-oxazol-4-yl)methyl]sulfanyl}pyrimidin CC1=CC=NC(=N1)SCC=1N=C(OC1C)C1=CC=CC=C1